NC=1C=C(C=CC1N1C[C@H]2N(CC1)CCC2)NC2=NC=C(C(=N2)NC2=C(C=CC=C2)P(C)(C)=O)Cl (S)-(2-((2-((3-amino-4-(hexahydropyrrolo[1,2-a]pyrazin-2(1H)-yl)phenyl)amino)-5-chloropyrimidin-4-yl)amino)phenyl)dimethylphosphine oxide